2-((1-(1-methylpiperidin-4-yl)-1H-pyrazol-4-yl)amino)-4-((3-(2-oxo-1,3-oxazepan-3-yl)propyl)amino)pyrimidine-5-carbonitrile CN1CCC(CC1)N1N=CC(=C1)NC1=NC=C(C(=N1)NCCCN1C(OCCCC1)=O)C#N